4,6-diethyl-2-oxo-1,2-dihydropyridine-3-carbonitrile C(C)C1=C(C(NC(=C1)CC)=O)C#N